OCC1CCN(CC1)C1=C(C=CC=C1)CNC(=O)C=1C=C(C=NC1OC)C1=CC=C2C(=NNC2=C1)C(=O)NC 6-{5-[({2-[4-(hydroxymethyl)-piperidin-1-yl]phenyl}methyl)-carbamoyl]-6-methoxypyridin-3-yl}-N-methyl-1H-indazole-3-carboxamide